C1(CC1)C(=O)N1CCN(CC1)C(=O)C=1C=NC2=CC=C(C=C2C1N1CCC(CC1)(C1=CC=CC=C1)C(C)=O)F 1-(3-(4-(cyclopropanecarbonyl)piperazine-1-carbonyl)-6-fluoroquinolin-4-yl-4-phenylpiperidin-4-yl)ethanone